ClC1=CC=CC(=N1)C1=NC(=NC(=N1)NC=1C=NC=C(C1)F)NCC(C)C (6-chloropyridin-2-yl)-N2-(5-fluoropyridin-3-yl)-N4-Isobutyl-1,3,5-triazine-2,4-diamine